cyclooctanedimethanol C1(CCCCCCC1)(CO)CO